2-isopropoxy-1-(4-(2-((5-(5-methyl-1H-pyrazol-4-yl)thiazolo[5,4-b]-pyridin-2-yl)amino)-pyridin-4-yl)piperazin-1-yl)ethanone C(C)(C)OCC(=O)N1CCN(CC1)C1=CC(=NC=C1)NC=1SC2=NC(=CC=C2N1)C=1C=NNC1C